methyl 3-amino-6-((trimethylsilyl)ethynyl)pyrazine-2-carboxylate NC=1C(=NC(=CN1)C#C[Si](C)(C)C)C(=O)OC